[4-(propylacryloyloxy)phenyl]porphyrin Diethyl-Succinate C(C)C(C(C(=O)O)CC)C(=O)O.C(CC)C=CC(=O)OC1=CC=C(C=C1)C1=C2NC(=C1)C=C1C=CC(=N1)C=C1C=CC(N1)=CC=1C=CC(N1)=C2